tert-butyl (2'S,3'S)-2'-hydroxy-3'-((S)-5H-imidazo[5,1-a]isoindol-5-yl)-3-azaspiro[bicyclo[3.2.1]octane-8,1'-cyclobutane]-3-carboxylate O[C@@H]1C2(C[C@H]1[C@@H]1N3C(C4=CC=CC=C14)=CN=C3)C3CN(CC2CC3)C(=O)OC(C)(C)C